FC1=C(C(=CC=C1)F)C1=NC=2N(C(=N1)NC=1C=NN(C1)C1CCN(CC1)CC(F)(F)F)N=CC2 2-(2,6-difluorophenyl)-N-(1-(1-(2,2,2-trifluoroethyl)piperidin-4-yl)-1H-pyrazol-4-yl)pyrazolo[1,5-a][1,3,5]triazin-4-amine